NCC1=CC=C(C=C1)C1=NOC(=C1)C=1C=NC=C(C1)C1=CC=C(C=C1)S(=O)(=O)N(C)C 3-(3-(4-(aminomethyl)phenyl)isoxazol-5-yl)-5-(4-(N,N-dimethylaminosulfonyl)phenyl)pyridine